NC=1C(=NC=CC1Cl)C#CC1=CC(=NC=C1)NC(CC1=CC=C(C=C1)F)=O N-{4-[(3-amino-4-chloropyridin-2-yl)ethynyl]pyridin-2-yl}-2-(4-fluorophenyl)acetamide